Tetraethylammonium chlorid [Cl-].C(C)[N+](CC)(CC)CC